C(C)(C)(C)[C@H]1N(CCCC1NC(C1=NC(=CC(=C1)C)N1C=NC=C1)=O)C(=O)OCCOCCN1CCOCC1 2-(2-morpholinoethoxy)ethan-1-ol tert-butyl-(R)-3-(6-(1H-imidazol-1-yl)-4-methylpicolinamido)piperidine-1-carboxylate